1-(4-(3-(4-(4-acetylpiperazine-1-carbonyl)-3-chlorophenylamino)azetidin-1-yl)piperidin-1-yl)-3,3,3-trifluoro-2-hydroxy-2-phenylpropan-1-one C(C)(=O)N1CCN(CC1)C(=O)C1=C(C=C(C=C1)NC1CN(C1)C1CCN(CC1)C(C(C(F)(F)F)(C1=CC=CC=C1)O)=O)Cl